2-chloro-5-[[5-(3,5-dichloro-4-fluoro-phenyl)-5-(trifluoromethyl)-4H-isoxazol-3-yl]amino]-benzoic acid ClC1=C(C(=O)O)C=C(C=C1)NC1=NOC(C1)(C(F)(F)F)C1=CC(=C(C(=C1)Cl)F)Cl